N-Methyl-N-(4-Methyl-5-sulfamoylthiazole-2-yl)-2-(4-(pyridine-2-yl)phenyl)acetamide CN(C(CC1=CC=C(C=C1)C1=NC=CC=C1)=O)C=1SC(=C(N1)C)S(N)(=O)=O